para-toluenesulphonate CC1=CC=C(C=C1)S(=O)(=O)[O-]